ClC1=C(C=C2C=C(N=CC2=C1)NC(=O)[C@H]1C[C@@]12C(C2)(F)F)N2CCN(CC2)[C@]2(COC[C@H]2O)C (1S,3S)-N-(7-chloro-6-(4-((3S,4S)-4-hydroxy-3-methyltetrahydrofuran-3-yl)piperazin-1-yl)isoquinolin-3-yl)-4,4-difluorospiro[2.2]pentane-1-carboxamide